COC1=C(C=CC=C1OC)N1C(SC=C1C=1C=C(C(=O)NCCCCC2=CC=CC=C2)C=CC1)=O 3-(3-(2,3-dimethoxyphenyl)-4-thiazolinonyl)-N-(4-phenylbutyl)benzamide